2-(4-(Dimethylamino)benzyl)-1,2-propanediamine CN(C1=CC=C(CC(CN)(C)N)C=C1)C